C(C)(C)(C)OC(=O)N[C@@H](C)C(=O)OCC1CCN(CC1)CC(F)(F)F (1-(2,2,2-trifluoroethyl)piperidin-4-yl)methyl (tert-butoxycarbonyl)alaninate